ClC=1C=C2CCC[C@]3(COC4=CC=C5[C@@H](CCC(N(CC=CCCCCN(C3)C4=C5)C)=O)C(=O)O)C2=CC1 (1S,13'R)-6-CHLORO-9'-METHYL-10'-OXO-3,4-DIHYDRO-2H-SPIRO[NAPHTHALENE-1,20'-[18]OXA[1,9]DIAZATRICYCLO[12.7.2.017,22]TRICOSA[6,14,16,22]TETRAENE]-13'-CARBOXYLIC ACID